ClCC1=NC(=NO1)C1[C@H]2CN(C[C@@H]12)C1=CC=CC=C1 5-(chloromethyl)-3-((1R,5S,6r)-3-phenyl-3-aza-bicyclo[3.1.0]hexane-6-yl)-1,2,4-oxadiazole